C(C)C1C(=NOC1CC1=CC(=CC=C1)C)CNC(=O)C=1C=2N(C=CC1)C=CN2 ethyl-3-((imidazo[1,2-a]pyridine-8-carboxamido)methyl)-5-(3-methylbenzyl)-4,5-dihydroisoxazole